Cl.CO[C@@H]1COC2(CNC2)C1 (S)-7-methoxy-5-oxa-2-azaspiro[3.4]Octane hydrochloride